ClC=1C=NC(=C(C(=O)NC2CCC(CC2)CN2C(C(C3=CC=CC=C23)(O)C2=C(C(=CC=C2)Cl)F)=O)C1)C(F)F 5-chloro-N-((1r,4r)-4-((3-(3-chloro-2-fluorophenyl)-3-hydroxy-2-oxoindolin-1-yl)methyl)cyclohexyl)-2-(difluoromethyl)nicotinamide